6-cyclobutoxy-4-(3-(3-cyclopropyl-5,6,7,8-tetrahydro-[1,2,4]triazolo[4,3-a]pyrazine-7-carbonyl)-4-fluorobenzyl)phthalazin-1(2H)-one C1(CCC1)OC=1C=C2C(=NNC(C2=CC1)=O)CC1=CC(=C(C=C1)F)C(=O)N1CC=2N(CC1)C(=NN2)C2CC2